CN(S(=O)(=O)C1=CC=C(C=C1)S(=O)(=O)NC1=C(C=CC=C1)N(C1CNCC1)C)C N1,N1-dimethyl-N4-(2-(methyl(pyrrolidin-3-yl)amino)phenyl)benzene-1,4-disulfonamide